ethyl 5-carbamoyl-6-chloronicotinate C(N)(=O)C=1C(=NC=C(C(=O)OCC)C1)Cl